(rac)-diethyl ((4-bromophenyl)fluoromethyl)phosphonate BrC1=CC=C(C=C1)[C@H](F)P(OCC)(OCC)=O |r|